C(C)(C)(C)OC(=O)N1C2(CC2CO[Si](C2=CC=CC=C2)(C2=CC=CC=C2)C(C)(C)C)CCCC1 (((tert-butyldiphenylsilyl)oxy)methyl)-4-azaspiro[2.5]octane-4-carboxylic acid tert-butyl ester